BrCC(=O)C1CCC(CC1)CCC 2-bromo-1-(4-propylcyclohexyl)ethane-1-one